2-(1-benzyloxy-2,2-difluoro-but-3-enyl)-5-[6-[(1R)-1-methylpent-4-enoxy]-3-nitro-5-(trifluoromethyl)-2-pyridyl]-1,3,4-oxadiazole C(C1=CC=CC=C1)OC(C(C=C)(F)F)C=1OC(=NN1)C1=NC(=C(C=C1[N+](=O)[O-])C(F)(F)F)O[C@@H](CCC=C)C